N1C(C1)C=1C=C(C=CC1CCCCC)C1C(CCC(=C1)C)C(=C)C 3-(aziridin-2-yl)-5'-methyl-4-pentyl-2'-(prop-1-en-2-yl)-1',2',3',4'-tetrahydro-[1,1'-biphenyl]